2-amino-1-(2-bromo-3-fluorophenyl)ethan-1-ol NCC(O)C1=C(C(=CC=C1)F)Br